Calcium 3-[[4-[2-Fluoro-4-[[1-[(4-fluorophenyl)carbamoyl]cyclopropanecarbonyl]amino] phenoxy]-6-ethoxy-7-quinolyl]oxy]propionat FC1=C(OC2=CC=NC3=CC(=C(C=C23)OCC)OCCC(=O)[O-])C=CC(=C1)NC(=O)C1(CC1)C(NC1=CC=C(C=C1)F)=O.[Ca+2].FC1=C(OC2=CC=NC3=CC(=C(C=C23)OCC)OCCC(=O)[O-])C=CC(=C1)NC(=O)C1(CC1)C(NC1=CC=C(C=C1)F)=O